C(COCCOCCOCCOCCOCCO)O hexaethyleneglycol